CC1=C(C(=CC(=C1)C)C)N1C(N(CC1)C1=C(C=C(C=C1C)C)C)[Ru-3](=C1C=C(C2=CC=CC=C12)C1=CC=CC=C1)(Cl)Cl [1,3-bis(2,4,6-trimethylphenyl)imidazolidin-2-yl][3-phenyl-1H-inden-1-ylidene]ruthenium (II) dichloride